3-(1-oxo-5-{4-[4-(piperidin-4-yloxy)piperidin-1-yl]piperidin-1-yl}-3H-isoindol-2-yl)piperidine-2,6-dione O=C1N(CC2=CC(=CC=C12)N1CCC(CC1)N1CCC(CC1)OC1CCNCC1)C1C(NC(CC1)=O)=O